4-(5-nitro-1H-benzimidazole-2-yl)phenol [N+](=O)([O-])C1=CC2=C(NC(=N2)C2=CC=C(C=C2)O)C=C1